(2S,5S)-4-(2,2-dimethylbut-3-enoyl)-2,3,4,5-tetrahydro-2,5-methanopyrido[3,4-f][1,4]oxazepine-9-carbonitrile CC(C(=O)N1C[C@H]2OC3=C([C@@H]1C2)C=NC=C3C#N)(C=C)C